4-(6-phenylhexyl)-1,2,3-triazacyclopentane C1(=CC=CC=C1)CCCCCCC1NNNC1